(1Z)-1,3-dichloroprop-1-ene Cl\C=C/CCl